NC[C@@]1([C@@H]2CCN(C[C@H]12)C1=CN=C2C(=N1)NN=C2C2=C(C1=C(OCC(N1)=O)C=C2)Cl)C2=C(C=CC=C2)F 6-(6-((1S,6R,7R)-7-(aminomethyl)-7-(2-fluorophenyl)-3-azabicyclo[4.1.0]heptan-3-yl)-1H-pyrazolo[3,4-b]pyrazin-3-yl)-5-chloro-2H-benzo[b][1,4]oxazin-3(4H)-one